tert-butyl (R)-2-(((S)-1-((4-methyl-3-(((R)-1-(naphthalen-1-yl)ethyl) carbamoyl) phenyl)amino)-1-oxo-3-((S)-2-oxopyrrolidin-3-yl)propan-2-yl)carbamoyl)piperidine-1-carboxylate CC1=C(C=C(C=C1)NC([C@H](C[C@H]1C(NCC1)=O)NC(=O)[C@@H]1N(CCCC1)C(=O)OC(C)(C)C)=O)C(N[C@H](C)C1=CC=CC2=CC=CC=C12)=O